isobutyl (3-(6-oxo-1,6-dihydropyridazin-3-yl)phenyl)carbamate O=C1C=CC(=NN1)C=1C=C(C=CC1)NC(OCC(C)C)=O